C1(CC1)N1C(=NC(=C1)C(F)(F)F)C1=CC=C(C=C1)CN1C(C(=C(C2=C1N=C(N=C2)C=2C(=NC=NC2OC)C2CC2)C)C(=O)OC)=O methyl 8-({4-[1-cyclopropyl-4-(trifluoromethyl)imidazol-2-yl]phenyl}methyl)-2-(4-cyclopropyl-6-methoxypyrimidin-5-yl)-5-methyl-7-oxopyrido[2,3-d]pyrimidine-6-carboxylate